N-(1-(pyrrolidine-2-carbonyl)piperidin-4-yl)benzamide N1C(CCC1)C(=O)N1CCC(CC1)NC(C1=CC=CC=C1)=O